CC=1C(=C(C=C(C1)C(F)(F)F)O)C=1N=NC(=CC1)CC1CN(CCC1)C 3-Methyl-2-{6-[(1-methylpiperidin-3-yl)methyl]pyridazin-3-yl}-5-(trifluoromethyl)phenol